N-(2-(4-(dimethylamino)-[1,4'-bipiperidine]-1'-yl)-4-methoxy-5-((6-((R)-3-(3-methoxyphenyl)isoxazolidine-2-yl)pyrimidine-4-yl)amino)phenyl)acrylamide CN(C1CCN(CC1)C1CCN(CC1)C1=C(C=C(C(=C1)OC)NC1=NC=NC(=C1)N1OCC[C@@H]1C1=CC(=CC=C1)OC)NC(C=C)=O)C